[I-].C1(=CCCCC1)C=1N=[N+](C(=CC1C)SC)CC1=C(C(=CC=C1C)OC)C 3-(cyclohex-1-en-1-yl)-1-(3-methoxy-2,6-dimethylbenzyl)-4-methyl-6-(methylthio)pyridazin-1-ium iodide